C(C=CC1=CC=CC=C1)[NH-] Cinnamylamide